3-(((3-bromo-1'-propionyl-6,7-dihydrospiro[cyclopenta[d]pyrazolo[1,5-a]pyrimidine-5,4'-piperidine]-8-yl)amino)methyl)benzonitrile BrC=1C=NN2C1N=C1C(=C2NCC=2C=C(C#N)C=CC2)CCC12CCN(CC2)C(CC)=O